COC(=O)C1=CC2=C(C=CO2)C=C1F 5-fluorobenzofuran-6-carboxylic acid methyl ester